FC1=CC(=C(OC=2N=NC(=C(C2C(=O)NC2=CC(=CC=C2)S(=O)(=O)C)C)I)C=C1)C 3-(4-fluoro-2-methyl-phenoxy)-6-iodo-5-methyl-N-[3-(methylsulfonyl)phenyl]Pyridazine-4-carboxamide